BrC=1C=C(C=CC1)C(C[N+](=O)[O-])=O 1-(3-bromophenyl)-2-nitroethanone